N-(5-{[1-(5-amino-1,3,4-thiadiazol-2-yl)azetidin-3-yl]amino}-1,3,4-thiadiazol-2-yl)-2-phenylacetamide NC1=NN=C(S1)N1CC(C1)NC1=NN=C(S1)NC(CC1=CC=CC=C1)=O